C1(CC1)NC(=O)C=1C(N(C=2N(C1O)N=C(C2F)NC(=O)N)CC(C)(C)C)=O N-Cyclopropyl-3-fluoro-7-hydroxy-4-neopentyl-5-oxo-2-ureido-4,5-dihydropyrazolo[1,5-a]pyrimidine-6-carboxamide